6-fluoro-4-(piperidin-1-yl)quinoline-3-carbonitrile FC=1C=C2C(=C(C=NC2=CC1)C#N)N1CCCCC1